COC(CC1=CC=C(C=C1)OCCBr)=O 2-[4-(2-bromoethoxy)phenyl]acetic acid methyl ester